(R)-N-(1-(3,5-difluorophenyl)ethyl)pyrazolo[1,5-a]pyrimidin-5-amine FC=1C=C(C=C(C1)F)[C@@H](C)NC1=NC=2N(C=C1)N=CC2